COC1=NC=CC(=C1)C1=CC=C(CC=2C(=C(SC2C)C)C(=O)NC2CC3(CC(C3)C(=O)O)C2)C=C1 6-(4-(4-(2-methoxypyridin-4-yl)benzyl)-2,5-dimethylthiophene-3-carboxamido)spiro[3.3]heptane-2-carboxylic acid